3-methoxy-N-((3-methyl-4-(pyrimidin-5-yloxy)phenyl)carbamoyl)cyclobutane-1-carboxamide COC1CC(C1)C(=O)NC(NC1=CC(=C(C=C1)OC=1C=NC=NC1)C)=O